C(O)([O-])=O.[Hg+2].C(O)([O-])=O Mercury(II) Hydrogen Carbonate